BrC1=CC=C(\C=N\NC(COC2=CC=CC=3CC(OC32)(C)C)=O)C=C1 (E)-N'-(4-bromobenzylidene)-2-((2,2-dimethyl-2,3-dihydrobenzofuran-7-yl)oxy)acethydrazide